N-(benzo[d]thiazol-5-ylmethyl)-1-(tetrahydro-2H-pyran-4-yl)ethan-1-amine S1C=NC2=C1C=CC(=C2)CNC(C)C2CCOCC2